beryllium fluoride lithium fluoride [F-].[Li+].[F-].[Be+2]